FC1=C(C=C(C=C1OC)OC)C=1CCC=2C(=NNC2C1)C1=C(C=NN1C)N 5-(6-(2-fluoro-3,5-dimethoxyphenyl)-4,5-dihydro-1H-indazol-3-yl)-1-methyl-1H-pyrazol-4-amine